(+-)-(1S,5S,6R,7R)-6-fluoro-7-(methylamino)-3-oxa-9-azabicyclo[3.3.1]nonane-9-carboxylic acid tert-butyl ester C(C)(C)(C)OC(=O)N1[C@@H]2COC[C@H]1[C@@H]([C@@H](C2)NC)F |r|